(S)-1-(1-(6-ethoxy-5-methoxypyridin-2-yl)-2-(methylsulfonyl)ethyl)-5-(o-methylphenyl)-3-methyl-1H-benzo[d]imidazol-2(3H)-one C(C)OC1=C(C=CC(=N1)[C@@H](CS(=O)(=O)C)N1C(N(C2=C1C=CC(=C2)C2=C(C=CC=C2)C)C)=O)OC